5-((R)-1-(3,5-dichloropyridin-4-yl)ethoxy)-6-methoxy-3-(6-((S)-2-methylazetidin-1-yl)-5-(methylsulfonyl)pyridin-3-yl)-1H-indazole ClC=1C=NC=C(C1[C@@H](C)OC=1C=C2C(=NNC2=CC1OC)C=1C=NC(=C(C1)S(=O)(=O)C)N1[C@H](CC1)C)Cl